Cl.Cl.CC(CCN)C (3-methylbutyl)amine dihydrochloride